(3R)-3-amino-5-[(4-chlorophenyl)methyl]-8-fluoro-7-[5-(1-methylcyclopropyl)-1,3,4-oxadiazol-2-yl]-1,1-dioxo-2,3-dihydro-1λ6,5-benzothiazepin-4-one N[C@H]1CS(C2=C(N(C1=O)CC1=CC=C(C=C1)Cl)C=C(C(=C2)F)C=2OC(=NN2)C2(CC2)C)(=O)=O